CN1COC=N1 3-methyl-1,3,4-oxadiazol